2-((((9H-Fluoren-9-yl)methoxy)carbonyl)(methyl)amino)-4-(3-fluoro-4-(trifluoromethyl)phenyl)butanoic acid C1=CC=CC=2C3=CC=CC=C3C(C12)COC(=O)N(C(C(=O)O)CCC1=CC(=C(C=C1)C(F)(F)F)F)C